tert-butyl (2S,3S)-3-amino-2-[(3-bromo-2-fluorophenyl)methyl]pyrrolidine-1-carboxylate N-(4-methylbenzene-1-sulfonyl)-L-phenylalanine salt CC1=CC=C(C=C1)S(=O)(=O)N[C@@H](CC1=CC=CC=C1)C(=O)O.N[C@@H]1[C@@H](N(CC1)C(=O)OC(C)(C)C)CC1=C(C(=CC=C1)Br)F